methyl-N-(5-formyl-2-(methylthio)pyrimidin-4-yl)-N-(4-methoxybenzyl)glycine CC(N(CC1=CC=C(C=C1)OC)C1=NC(=NC=C1C=O)SC)C(=O)O